ClC=1C=C(C=CC1)C1(CC1)NC(OC(C(C)(C)N)C)=O Methyl-(2-amino-2-methylpropyl) (1-(3-chlorophenyl)cyclopropyl)-Carbamat